4-[[(1R)-1-[3-amino-5-(trifluoromethyl)phenyl]ethyl]amino]-8-methyl-6-(1,2,3,6-tetrahydropyridin-4-yl)pyrido[2,3-d]pyrimidin-7-one NC=1C=C(C=C(C1)C(F)(F)F)[C@@H](C)NC=1C2=C(N=CN1)N(C(C(=C2)C=2CCNCC2)=O)C